(S)-1-[(S)-1-({4-[2-(Diallylamino)-2-oxoethyl]-1-piperidyl}carbonyl)-3-methylbutyl]-3-isobutyl-2-piperazinone C(C=C)N(C(CC1CCN(CC1)C(=O)[C@H](CC(C)C)N1C([C@@H](NCC1)CC(C)C)=O)=O)CC=C